OCC(C)(C)C1=NC=C(C=N1)C1=CC2=C(N=C3N2[C@H]2C4=C(C(N([C@@H]3C2)C([2H])([2H])[2H])=O)C=CC=C4C#CC)C=C1 (7R,14R)-11-(2-(1-hydroxy-2-methylpropan-2-yl)pyrimidin-5-yl)-6-(methyl-d3)-1-(prop-1-yn-1-yl)-6,7-dihydro-7,14-methanobenzo[f]benzo[4,5]imidazo[1,2-a][1,4]diazocin-5(14H)-one